N-(4-((2-fluorophenyl)amino)-5-(m-tolyl)quinazolin-6-yl)-3-(1-methylpyrrolidin-2-yl)acrylamide FC1=C(C=CC=C1)NC1=NC=NC2=CC=C(C(=C12)C=1C=C(C=CC1)C)NC(C=CC1N(CCC1)C)=O